1,2,3,4-tetrahydropyridazin N1NCCC=C1